1-(4-{8-Cyclopropyl-6-[(1R)-1-methyl-1,2,3,4-tetrahydroisoquinoline-2-carbonyl]imidazo[1,2-a]pyridin-2-yl}-3-fluorophenyl)azetidine-3-carboxylic acid C1(CC1)C=1C=2N(C=C(C1)C(=O)N1[C@@H](C3=CC=CC=C3CC1)C)C=C(N2)C2=C(C=C(C=C2)N2CC(C2)C(=O)O)F